isopropyl (S)-6-diazo-2-((S)-2-methoxy-3-(7-methyl-1H-indol-3-yl)propanamido)-5-oxohexanoate [N+](=[N-])=CC(CC[C@@H](C(=O)OC(C)C)NC([C@H](CC1=CNC2=C(C=CC=C12)C)OC)=O)=O